ClC=1N(N=C2C(N(N=CC21)[C@H](C(F)F)C)=O)CC2=C(C=CC=C2)F (S)-3-chloro-6-(1,1-difluoropropan-2-yl)-2-(2-fluorobenzyl)-2,6-dihydro-7H-pyrazolo[3,4-d]pyridazin-7-one